mesaconic acid anhydride C1(\C(\C)=C\C(=O)O1)=O